fluoro-2-(1H-pyrrol-2-yl)pyridine FC=1C(=NC=CC1)C=1NC=CC1